(R)-N-(3-((4-cyclohexylphenyl)amino)cyclobutyl)-2-oxoimidazolidine-4-carboxamide C1(CCCCC1)C1=CC=C(C=C1)NC1CC(C1)NC(=O)[C@@H]1NC(NC1)=O